(R)-tert-butyl (1-(5-(1-(2,6-difluorophenyl)-6-oxo-1,6-dihydropyridazine-3-carboxamido)-2-methyl-2H-indazol-4-yl)pyrrolidin-3-yl)carbamate FC1=C(C(=CC=C1)F)N1N=C(C=CC1=O)C(=O)NC1=C(C2=CN(N=C2C=C1)C)N1C[C@@H](CC1)NC(OC(C)(C)C)=O